(R)-3-((5-bromobenzo[d]thiazol-2-yl)carbamoyl)pyrrolidine-1-carboxylic acid tert-butyl ester C(C)(C)(C)OC(=O)N1C[C@@H](CC1)C(NC=1SC2=C(N1)C=C(C=C2)Br)=O